The molecule is a 3,4-dihydroxy-5-polyprenylbenzoate in which the polyprenyl chain contains 9 prenyl units; major species at pH 7.3. It is a conjugate base of a 3-nonaprenyl-4,5-dihydroxybenzoic acid. CC(=CCC/C(=C/CC/C(=C/CC/C(=C/CC/C(=C/CC/C(=C/CC/C(=C/CC/C(=C/CC/C(=C/CC1=C(C(=CC(=C1)C(=O)O)O)[O-])/C)/C)/C)/C)/C)/C)/C)/C)C